CN1C[C@@H](C=C2C3=C4C(C[C@@H]12)=CNC4=CC=C3)C(=O)N3CCCC3 ((6aR,9R)-7-methyl-4,6,6a,7,8,9-hexahydroindolo[4,3-fg]quinolin-9-yl)(pyrrolidin-1-yl)methanone